6'-methyl-[2,3'-bipyridine]-2'-carboxylic acid CC1=CC=C(C(=N1)C(=O)O)C1=NC=CC=C1